ClC=1C=C(C=C(C1)Cl)C=1C2=C(N=CN1)C(=C(C=N2)C(=O)OCC)N2CCOCC2 ethyl 4-(3,5-dichlorophenyl)-8-morpholino-pyrido[3,2-d]pyrimidine-7-carboxylate